NC1=C(C=C(CNC(OC(C)(C)C)=O)C=C1C(NCCC)=O)C tert-butyl (4-amino-3-methyl-5-(propylcarbamoyl)benzyl)carbamate